5,7-dimethoxy-2-(o-trifluoromethylphenyl)-flavanone COC1=C2C(CC(OC2=CC(=C1)OC)(C1=CC=CC=C1)C1=C(C=CC=C1)C(F)(F)F)=O